tert-Butyl 3-methyl-2-(2-{[7-(5-methyl-1,2,4-oxadiazol-3-yl)isoquinolin-1-yl]amino}ethyl)-3H-imidazo[4,5-b]pyridine-6-carboxylate CN1C(=NC=2C1=NC=C(C2)C(=O)OC(C)(C)C)CCNC2=NC=CC1=CC=C(C=C21)C2=NOC(=N2)C